C([O-])([O-])([O-])[O-] orthocarbonat